C(C)(C)(C)OC(=O)N1C[C@H](OCC(C1)SC)C(=O)O (2S)-4-[(tert-butoxy)carbonyl]-6-(methylsulfanyl)-1,4-oxazepane-2-carboxylic acid